FC(OC1=CC=C(C=C1)N1C(C(=CC2=C1N=C(N=C2)OC)C=2C=CC1=C(N(C=N1)C)C2)=O)F 8-(4-(difluoromethoxy)phenyl)-2-methoxy-6-(1-methyl-1H-benzo[d]imidazol-6-yl)pyrido[2,3-d]pyrimidin-7(8H)-one